1-((cis)-bicyclo[3.1.0]hexan-3-yl)-4-((5-(3-fluorophenyl)-1,3,4-thiadiazol-2-yl)methyl)-1,4-dihydropyrazine-2,3-dione C12CC(CC2C1)N1C(C(N(C=C1)CC=1SC(=NN1)C1=CC(=CC=C1)F)=O)=O